C1(=CC=CC2=CC=CC=C12)C(=O)NCC1=NOC(C1)(C(=O)O)CC1=CC=CC=C1 3-((1-naphthamido)methyl)-5-benzyl-4,5-dihydroisoxazole-5-carboxylic acid